C1(CCC1)C(N1C=C(C=2C1=NC=C(C2)C=2C(=NOC2C)C)C=2C=C(C(=O)O)C=CC2)C2=NC=CC=C2 3-(1-(cyclobutyl(pyridin-2-yl)methyl)-5-(3,5-dimethylisoxazol-4-yl)-1H-pyrrolo[2,3-b]pyridin-3-yl)benzoic acid